OC(C(C)O)N1N=NC2=C1C=CC=C2 1-(1,2-dihydroxypropyl)benzotriazole